2-(3-((R)-1-(((S)-1-(4-(acryloyloxy)-3,3-dimethyl-2-oxobutanoyl)piperidine-2-carbonyl)oxy)-3-(2,4,5-trimethoxyphenyl)propyl)phenoxy)acetic acid C(C=C)(=O)OCC(C(C(=O)N1[C@@H](CCCC1)C(=O)O[C@H](CCC1=C(C=C(C(=C1)OC)OC)OC)C=1C=C(OCC(=O)O)C=CC1)=O)(C)C